OCC1=CC(=CN=N1)NC(=O)C1OC(C(C1)C)(C(F)(F)F)C N-(6-(hydroxymethyl)pyridazin-4-yl)-4,5-dimethyl-5-(trifluoromethyl)tetrahydrofuran-2-carboxamide